CC=1C=C(OC2=CC=C(C=C2)N2N=C3C(NCCC3C3CCNCC3)=C2C(=O)N)C=CC1 2-[4-(3-methylphenoxy)phenyl]-7-(piperidin-4-yl)-4,5,6,7-tetrahydro-2H-pyrazolo[4,3-b]pyridine-3-carboxamide